(-)-5-(2,6-dimethylphenyl)-21-methyl-9,9-dioxo-2-oxa-9λ6-thia-6,8,15,23-tetrazatetracyclo[15.3.1.13,7.110,14]tricosa-1(20),3,5,7(23),10(22),11,13,17(21),18-nonaen-16-one CC1=C(C(=CC=C1)C)C=1C=C2OC3=CC=CC(C(NC4=CC=CC(S(NC(N1)=N2)(=O)=O)=C4)=O)=C3C